BrC=1C=C(C(=C(C#N)C1)OC)F 5-bromo-3-fluoro-2-methoxybenzonitrile